5-methyl-2-[1,2,3]triazol-2-yl-benzoic acid CC=1C=CC(=C(C(=O)O)C1)N1N=CC=N1